benzonaphtho[2,3-b]thiophene C1=CC=CC2=CC=C3C(=C12)C=C1SC=CC1=C3